ClC1=CC=C2C(=N1)N=C(O2)N2CCN(CC2)C(=O)C2=CC=C(C=C2)C2=NN(N=C2)CC(C#N)(C)C 3-[4-[4-[4-(5-chlorooxazolo[4,5-b]pyridin-2-yl)piperazine-1-carbonyl]phenyl]triazol-2-yl]-2,2-dimethyl-propanenitrile